CS(=O)(=O)OC[C@@H](N1C(N2C(C1)=CC(=C2)C2=NC(=NC=C2C)NC2=CC=NN2C)=O)C2=CC(=CC=C2)Cl (S)-2-(3-Chlorophenyl)-2-(6-(5-methyl-2-((1-methyl-1H-pyrazol-5-yl)amino)pyrimidin-4-yl)-3-oxo-1H-pyrrolo[1,2-c]imidazol-2(3H)-yl)ethyl methanesulfonate